Lithium 2-[3-cyclopropyl-5-(trifluoromethyl)pyrazol-1-yl]acetate Lithium hydroxide hydrate O.[OH-].[Li+].C1(CC1)C1=NN(C(=C1)C(F)(F)F)CC(=O)[O-].[Li+]